FC(OC=1C(=NC=CC1)N)F (difluoromethoxy)pyridin-2-amine